C[C@@H](C(=O)OCC)CC=1C=NN(C1)CC(F)(F)F ethyl (R)-2-methyl-3-(1-(2,2,2-trifluoroethyl)-1H-pyrazol-4-yl)propanoate